8-methyl-2-(3-methyl-1-benzothien-2-yl)-5-[[(1S,3S)-3-methylcyclohexyl]oxy]quinoline-4-carboxylic acid CC=1C=CC(=C2C(=CC(=NC12)C=1SC2=C(C1C)C=CC=C2)C(=O)O)O[C@@H]2C[C@H](CCC2)C